BrC1=CC(=NC=C1)CCCCCCCC 4-bromo(alpha-octyl-pyridine)